C1(=CC=CC=C1)[C@@H]1CCN2N=C(N=C21)C(=O)N[C@@H]2C(N(C=1N(CC2)N=C(C1)C)C)=O (7S)-7-phenyl-N-[(6S)-2,4-dimethyl-5-oxo-7,8-dihydro-6H-pyrazolo[1,5-a][1,3]diazepin-6-yl]-6,7-dihydro-5H-pyrrolo[1,2-b][1,2,4]triazole-2-carboxamide